3-fluoro-6-methoxy-4-(6-(methylamino)-1-(3-methyloxetan-3-yl)-1H-benzo[d]imidazol-2-yl)benzene-1,2-diol FC1=C(C(=C(C=C1C1=NC2=C(N1C1(COC1)C)C=C(C=C2)NC)OC)O)O